4-((2,4-dioxo-3-phenethyl-7-(trifluoromethyl)-3,4-dihydroquinazolin-1(2H)-yl)methyl)-N-hydroxybenzamide O=C1N(C2=CC(=CC=C2C(N1CCC1=CC=CC=C1)=O)C(F)(F)F)CC1=CC=C(C(=O)NO)C=C1